zirconium bis(butoxide) [O-]CCCC.[O-]CCCC.[Zr+2]